2-chloro-N-(1,5-dimethylpyrazol-4-yl)sulfonyl-6-[3-(spiro[2.2]pentan-2-ylmethoxy)pyrazol-1-yl]pyridine-3-carboxamide ClC1=NC(=CC=C1C(=O)NS(=O)(=O)C=1C=NN(C1C)C)N1N=C(C=C1)OCC1CC12CC2